4-(hydroxymethyl)-phenol OCC1=CC=C(C=C1)O